C1(=CC=CC2=CC=C3C=C4C=CC=CC4=CC3=C12)NC=1C2=CC=CC=C2C(=C2C=CC=CC12)N N-tetraphenylanthracene-9,10-diamine